(E)-4-(4-fluorophenyl)but-3-en-2-one FC1=CC=C(C=C1)/C=C/C(C)=O